C(COC(COCCNCCOCCOCCNCCCCNCCCCNCCCCCCCCCCCCCCCCOCC)[2H])(=O)O 3,6,12,15,45-pentaoxa-9,18,23,28-tetraazaheptatetracontan-1-oic acid-4-d